Br.B([O-])([O-])[O-].[Ca+2].B([O-])([O-])[O-].[Ca+2].[Ca+2] calcium borate, hydrobromide